8-(4-hydroxybut-1-yn-1-yl)-1-methyl-2-oxo-2,3,4,5-tetrahydro-1H-benzo[b]azepine OCCC#CC=1C=CC2=C(N(C(CCC2)=O)C)C1